CC1(CNCC1)C#N 3-methylpyrrolidine-3-carbonitrile